2-Ethylhexyl-Sulfat C(C)C(COS(=O)(=O)[O-])CCCC